[Si](C)(C)(C)CCC#CC=O 5-TMS-pentynal